N1CC(C1)OC=1C(=NC=C(C(=O)N2CCC=3N(N=C4CCN(CC2C34)C(C=C)=O)C3=CC=C(C=C3)C(C)C)C1)C(F)(F)F 1-(5-(5-(azetidin-3-yloxy)-6-(trifluoromethyl)nicotinoyl)-2-(4-isopropylphenyl)-2,3,4,5,5a,6,8,9-octahydro-7H-1,2,5,7-tetraazabenzo[cd]azulen-7-yl)prop-2-en-1-one